(tert-butyl)pyrrolidin-3-amine C(C)(C)(C)N1CC(CC1)N